2-((6aR)-8-(piperazin-1-yl)-5,6,6a,7,8,9-hexahydropyrrolo[1',2':4,5]pyrazino[2,3-c]pyridazin-2-yl)phenol N1(CCNCC1)C1C[C@H]2N(C=3C(=NN=C(C3)C3=C(C=CC=C3)O)NC2)C1